COC(C(CC)NC1=C(C(=C(C=C1)Br)Cl)[N+](=O)[O-])=O 2-(4-bromo-3-chloro-2-nitro-anilino)butanoic acid methyl ester